C(CCC)OC(N(C)CCN)=O.[N+](=O)([O-])C1=CC=C(C=C1)N1CCCC1 1-(4-nitrophenyl)pyrrolidine butyl-(2-aminoethyl)(methyl)carbamate